ClC=1N=C(N2C1C(=CC(=C2)S(NC2(CC2)C)(=O)=O)N2CCN(CC2)C(=O)OC(C)(C)C)C=2SC(=NN2)C(F)F tert-butyl 4-(1-chloro-3-(5-(difluoromethyl)-1,3,4-thiadiazol-2-yl)-6-(N-(1-methylcyclopropyl)sulfamoyl)imidazo[1,5-a]pyridin-8-yl)piperazine-1-carboxylate